ClC1=C(C=CC=C1F)C1(CC1)C1=NOC(=N1)C1=NN(C(=C1)C(F)F)CC(=O)N1CCNCC1 2-(3-(3-(1-(2-chloro-3-fluorophenyl)cyclopropyl)-1,2,4-oxadiazol-5-yl)-5-(difluoromethyl)-1H-pyrazol-1-yl)-1-(piperazin-1-yl)ethan-1-one